(2R)-2-[(tert-butyldimethylsilyl)oxy]propanal methyl-1-((benzyloxy)methyl)-2-oxocyclopentane-1-carboxylate COC(=O)C1(C(CCC1)=O)COCC1=CC=CC=C1.[Si](C)(C)(C(C)(C)C)O[C@@H](C=O)C